magnesium stearate Magnesium [Mg+2].C(CCCCCCCCCCCCCCCCC)(=O)[O-].[Mg+2].C(CCCCCCCCCCCCCCCCC)(=O)[O-].C(CCCCCCCCCCCCCCCCC)(=O)[O-].C(CCCCCCCCCCCCCCCCC)(=O)[O-]